ethyl 4-((6-cyclopropylpyridin-3-yl)amino)-2-(pyrrolidin-1-yl)pyrimidine-5-carboxylate C1(CC1)C1=CC=C(C=N1)NC1=NC(=NC=C1C(=O)OCC)N1CCCC1